OC(C)(C)C1=CC=CC(=N1)N1N(C(C=2C1=NC(=NC2)SC)=O)CCOC 1-[6-(1-hydroxy-1-methylethyl)pyridin-2-yl]-2-(2-methoxyethyl)-6-(methylthio)-1,2-dihydro-3H-pyrazolo[3,4-d]pyrimidin-3-one